di(isobutyl)dimethoxysilane C(C(C)C)[Si](OC)(OC)CC(C)C